2-(5-Fluoropyridin-2-yl)-6,6-dimethyl-3-(6-(3,3,3-trifluoropropyl)-1-((2-(trimethylsilyl)ethoxy)methyl)-1H-pyrazolo[3,4-b]pyridin-4-yl)-6,7-dihydro-4H-pyrazolo[5,1-c][1,4]oxazine FC=1C=CC(=NC1)C1=NN2C(COC(C2)(C)C)=C1C1=C2C(=NC(=C1)CCC(F)(F)F)N(N=C2)COCC[Si](C)(C)C